ClC1=CC=C(C=C1)C=C (p-chlorophenyl)-ethene